F[C@@H]1CNCC[C@H]1N1N=CC(=C1)NC(=O)C1=NNC=2C[C@](CCC12)(C)COC (R)-N-(1-((3R,4R)-3-fluoropiperidin-4-yl)-1H-pyrazol-4-yl)-6-(methoxymethyl)-6-methyl-4,5,6,7-tetrahydro-1H-indazole-3-carboxamide